C1(=CC=CC=C1)C=1N=NN(C1)S(=O)(=O)CC1=CC=CC=C1 4-phenyl-1-toluenesulfonyl-1H-1,2,3-triazole